C(C)C1=NC(=CC(=C1N1CC(CCC1)CC(=O)OCC)F)C#CCO ethyl 2-(1-(2-ethyl-4-fluoro-6-(3-hydroxyprop-1-yn-1-yl)pyridin-3-yl)piperidin-3-yl)acetate